oxyloctadecanoate OC(C(=O)[O-])CCCCCCCCCCCCCCCC